C(C=C)C1(CCCC1)CN (1-allylcyclopentyl)-methanamine